ClC1=CC=C(ONC2=CC=CC=C2)C=C1 (4-chlorophenoxy)aniline